1-[3-(N-Boc-amino)propyl]imidazole C(=O)(OC(C)(C)C)NCCCN1C=NC=C1